C(C)(=O)C1=CN(C2=CC(=C(C=C12)C=1C=NC(=NC1)C)OC)CC(=O)N1[C@@H](C[C@H](C1)F)C(=O)NC=1C(=C(C=CC1)C1=C(C=CC=C1)Cl)F (2S,4R)-1-(2-(3-acetyl-6-methoxy-5-(2-methylpyrimidin-5-yl)-1H-indol-1-yl)acetyl)-N-(2'-chloro-2-fluorobiphenyl-3-yl)-4-fluoropyrrolidine-2-carboxamide